ClC1=CC=NC2=CC(=C(C=C12)C1=CC2=C(N=N1)N(C=C2)[C@@H]2[C@@H](C(NC(C2)(C)C)(C)C)F)O 4-chloro-6-{7-[(3S,4S)-3-fluoro-2,2,6,6-tetramethylpiperidin-4-yl]-7H-pyrrolo[2,3-c]pyridazin-3-yl}quinolin-7-ol